C1(CC1)C=1C=C2C(=NNC2=CC1)C1=NC=C(C(=N1)N1N=CC(=C1)CC)C 2-(1-(2-(5-cyclopropyl-1H-indazol-3-yl)-5-methylpyrimidin-4-yl)-1H-pyrazol-4-yl)ethane